C(#N)C([C@H](C[C@H]1C(NCCC1)=O)NC(=O)[C@H]1N(C[C@@]2(CC2(F)F)C1)C(=O)C=1NC2=CC=CC(=C2C1)OC)O (3S,6S)-N-[(2S)-1-cyano-1-hydroxy-3-[(3S)-2-oxopiperidin-3-yl]propan-2-yl]-1,1-difluoro-5-(4-methoxy-1H-indole-2-carbonyl)-5-azaspiro[2.4]heptane-6-carboxamide